ClC1=CC=C(C=C1)C1=C(C(=NN1C1=C(C=C(C=C1)Cl)Cl)C(C(=O)NCC(C)C)=O)C 2-(5-(4-chlorophenyl)-1-(2,4-dichlorophenyl)-4-methyl-1H-pyrazol-3-yl)-N-isobutyl-2-oxoacetamide